2-[(3R)-1-[(2R)-2-[[4-(2-ethynylphenyl)-7-quinolyl]oxy]propanoyl]-3-piperidyl]acetic acid C(#C)C1=C(C=CC=C1)C1=CC=NC2=CC(=CC=C12)O[C@@H](C(=O)N1C[C@H](CCC1)CC(=O)O)C